COCCN1N=CC(=C1)NC1=NC=C2C(=N1)N(N=C2NC=2C=C(C=NC2C)NC(CN2CCC21CCC1)=O)C N-(5-((6-((1-(2-methoxyethyl)-1H-pyrazol-4-yl)amino)-1-methyl-1H-pyrazolo[3,4-d]pyrimidin-3-yl)amino)-6-methylpyridin-3-yl)-2-(1-azaspiro[3.3]heptan-1-yl)acetamide